(S)-quinuclidin-3-yl (7-(2-chlorophenyl)-3,3-dimethylchroman-4-yl)carbamate ClC1=C(C=CC=C1)C1=CC=C2C(C(COC2=C1)(C)C)NC(O[C@@H]1CN2CCC1CC2)=O